imidazo[1,5-d][1,2,4]triazine C=1C=2N(C=NN1)C=NC2